7-(cyclopentylmethyl)-3-(2-{[(3S)-6,6-dimethylpiperidin-3-yl]amino}-5-(trifluoromethyl)pyrimidin-4-yl)-1H,4H,5H,6H,7H,8H-pyrrolo[2,3-c]azepin-8-one C1(CCCC1)CN1C(C2=C(CCC1)C(=CN2)C2=NC(=NC=C2C(F)(F)F)N[C@@H]2CNC(CC2)(C)C)=O